(cis)-tert-butyl 2-(3-fluoro-4-(7-((1-methylpiperidin-4-yl) carbamoyl) benzo[d]imidazo[2,1-b]thiazol-2-yl) phenyl)-4-hydroxypyrrolidine-1-carboxylate FC=1C=C(C=CC1C=1N=C2SC3=C(N2C1)C=CC(=C3)C(NC3CCN(CC3)C)=O)[C@@H]3N(C[C@@H](C3)O)C(=O)OC(C)(C)C